tert-butyl (3-fluoro-2-nitrophenyl)carbamate FC=1C(=C(C=CC1)NC(OC(C)(C)C)=O)[N+](=O)[O-]